2-[4-[(3-butyl-3,4-dihydro-4-oxo-1-phthalazinyl)carbonyl]-1-piperazinyl]-3-pyridinecarbonitrile C(CCC)N1N=C(C2=CC=CC=C2C1=O)C(=O)N1CCN(CC1)C1=NC=CC=C1C#N